ethyl 1-[4-[1-(4-carbamoyl-3-methyl-isoxazol-5-yl)-4-piperidyl] phenyl]cyclopropanecarboxylate C(N)(=O)C=1C(=NOC1N1CCC(CC1)C1=CC=C(C=C1)C1(CC1)C(=O)OCC)C